N,N-diisopropyl-4,5-methylenedioxytryptamine C(C)(C)N(CCC1=CNC2=CC=C3C(=C12)OCO3)C(C)C